FC(C=1C=C2NC(C=3N(C2=C(C1C1=C2C=CN(C2=CC(=C1)F)CCOC)F)C(=NN3)C)(C)C)F 7-(Difluoro-methyl)-9-fluoro-8-[6-fluoro-1-(2-methoxy-ethyl)-1H-indol-4-yl]-1,4,4-trimethyl-5H-[1,2,4]triazolo[4,3-a]quinoxaline